(2S,5S)-4-(bicyclo[2.2.2]octane-1-carbonyl)-2,3,4,5-tetrahydro-2,5-methanopyrido[3,4-f][1,4]oxazepine-9-carbonitrile C12(CCC(CC1)CC2)C(=O)N2C[C@H]1OC3=C([C@@H]2C1)C=NC=C3C#N